ethyl 3-(1-cyanocyclobutyl)propanoate C(#N)C1(CCC1)CCC(=O)OCC